(3-chlorophenyl)-3-(4-chlorophenyl)urea ClC=1C=C(C=CC1)NC(=O)NC1=CC=C(C=C1)Cl